2,3,6-trifluorobenzonitrile FC1=C(C#N)C(=CC=C1F)F